BrC1=C(C(C(=O)OCCOCCO)=C(C(=C1Br)Br)Br)C(=O)OCC(C)O (2-hydroxyethoxy)ethyl 2-hydroxypropyl 3,4,5,6-tetrabromophthalate